CN1C=NC2=C(C1=O)C(=NC=C2C2=CC=C(C=C2)C(F)(F)F)NC2C(S(CC2)(=O)=O)C 3-methyl-5-((2-methyl-1,1-dioxidotetrahydrothiophen-3-yl)amino)-8-(4-(trifluoromethyl)phenyl)pyrido[4,3-d]pyrimidin-4(3H)-one